C(#N)C=1C=C(C=CC1)[C@@H]1N(OCC1)C1=CC(=NC=N1)NC=1C(=CC(=C(C1)NC(C=C)=O)N1CCC(CC1)N1[C@H](CN(CC1)C1CC1)C)OC N-(5-((6-((R)-3-(3-cyanophenyl)isoxazolidine-2-yl)pyrimidine-4-yl)amino)-2-(4-((S)-4-cyclopropyl-2-methylpiperazine-1-yl)piperidine-1-yl)-4-methoxyphenyl)acrylamide